COC(=O)N1C=NC2=C1C=C(C(=C2)C2=CC=C(C=C2)CCCC)C2=CC=C(C=C2)CCCC 5,6-bis(4-n-butylphenyl)-1H-benzimidazole-1-carboxylic acid methyl ester